(+/-)-(1R,3R)-3-((6-(5-(((8-oxa-3-azabicyclo[3.2.1]octane-3-carbonyl)oxy)methyl)-1-methyl-1H-pyrazol-4-yl)-2-methylpyridin-3-yl)oxy)cyclohexane-1-carboxylic acid C12CN(CC(CC1)O2)C(=O)OCC2=C(C=NN2C)C2=CC=C(C(=N2)C)O[C@H]2C[C@@H](CCC2)C(=O)O